C(#N)C1=C(C2=C(CN(CC2C2=C(C=CC=C2)C=2C(=NN(C2)CC)C(F)(F)F)C(=O)OC(C)(C)C)S1)F tert-butyl 2-cyano-4-(2-(1-ethyl-3-(trifluoromethyl)-1H-pyrazol-4-yl)phenyl)-3-fluoro-4,7-dihydrothieno[2,3-c]pyridine-6(5H)-carboxylate